FC(C=1N=CC=2N(C1)C(=CN2)C2=NC=CC(=N2)N2CCC1(CN(C1)C(=O)OC(C)(C)C)CC2)(F)F tert-Butyl 7-(2-(6-(trifluoromethyl)imidazo[1,2-a]pyrazin-3-yl)pyrimidin-4-yl)-2,7-diazaspiro[3.5]nonane-2-carboxylate